tert-butyl (S,E)-7-((2,4-difluorobenzyl)oxy)-5-fluoro-2-((3-(2-((methoxycarbonyl)amino)-7-oxo-7-(pyrrolidin-1-yl)hept-5-enamido)-2-oxopyridin-1(2H)-yl)methyl)-1H-indole-1-carboxylate FC1=C(COC=2C=C(C=C3C=C(N(C23)C(=O)OC(C)(C)C)CN2C(C(=CC=C2)NC([C@H](CC\C=C\C(N2CCCC2)=O)NC(=O)OC)=O)=O)F)C=CC(=C1)F